2-tert-butyl-3-methylnaphthoquinone C(C)(C)(C)C=1C(C2=CC=CC=C2C(C1C)=O)=O